N=1C(NC=2C1C=COC2)=O pyrano[3,4-d]imidazol-2(3H)-one